1-(4-(3-chlorobenzyl)-3,4-dihydroquinoxaline-1(2H)-yl)-2-(4-methylpiperazin-1-yl)propan-1-one ClC=1C=C(CN2CCN(C3=CC=CC=C23)C(C(C)N2CCN(CC2)C)=O)C=CC1